CN(C(OC(C)(C)C)=O)CC1=C(C=CC=C1)C1=CSC(=C1)[C@@H](C)NC=1C=2C(N=C(N1)C)=CC(N(C2)N2CCOCC2)=O tert-butyl N-methyl-N-[[2-[5-[(1R)-1-[(2-methyl-6-morpholino-7-oxo-pyrido[4,3-d]pyrimidin-4-yl)amino]ethyl]-3-thienyl]phenyl]methyl]carbamate